C(C)(C)(C)OC(=O)N1CCC2(C3=C(NC(O2)=O)N=CC=C3)CCC1 2'-Oxo-1',2'-dihydrospiro[azepane-4,4'-pyrido[2,3-d][1,3]oxazine]-1-carboxylic acid tert.Butyl ester